COC1=C(C(=O)NCC2=CC(=C(C=C2)B2OC(C(O2)(C)C)(C)C)C)C=CC=C1 2-methoxy-N-[[3-methyl-4-(4,4,5,5-tetramethyl-1,3,2-dioxaborolan-2-yl)phenyl]methyl]benzamide